FC1=C(C=CC(=C1)F)C1(CC1)C(=O)NC=1C=CC(=C(C(=O)OC)C1)C=1C=NC(=CC1)C(CC)(F)F Methyl 5-({[1-(2,4-difluorophenyl) cyclopropyl]carbonyl}amino)-2-[6-(1,1-difluoropropyl) pyridin-3-yl]benzoate